C(#N)[C@H](C[C@H]1C(NCC1)=O)NC(=O)[C@H](CC(C)C)NC(=O)C=1NC=2C(=NC=CC2)N1 N-[(1S)-1-[[(1S)-1-cyano-2-[(3S)-2-oxopyrrolidin-3-yl]ethyl]carbamoyl]-3-methyl-butyl]-1H-imidazo[4,5-b]pyridine-2-carboxamide